FC=1C=C(C=C(C1)C1(CC(C1)C)C1=NN=CN1C)N1C=NC2=C(C=C(C=C2C1=O)CNCC(C)C)C(F)(F)F 3-(3-Fluoro-5-((1s,3s)-3-methyl-1-(4-methyl-4H-1,2,4-triazol-3-yl)cyclobutyl)phenyl)-6-((isobutylamino)methyl)-8-(trifluoromethyl)quinazolin-4(3H)-one